3-(3-chloro-4-fluorophenyl)-1-(3-hydroxypropyl)-1-(1-(1-oxo-1,2-dihydro-2,7-naphthyridin-4-yl)ethyl)urea ClC=1C=C(C=CC1F)NC(N(C(C)C1=CNC(C2=CN=CC=C12)=O)CCCO)=O